CC[C@H](C)[C@@H](C(=O)N[C@@H](CCC(=O)O)C(=O)N[C@@H](CC1=CNC2=CC=CC=C21)C(=O)N[C@@H](CC(C)C)C(=O)N[C@@H](CCCCN)C(=O)N[C@@H](CC(=O)N)C(=O)NCC(=O)NCC(=O)N3CCC[C@H]3C(=O)N[C@@H](CO)C(=O)N[C@@H](CO)C(=O)NCC(=O)N[C@@H](C)C(=O)N4CCC[C@H]4C(=O)N5CCC[C@H]5C(=O)N6CCC[C@H]6C(=O)N[C@@H](CO)C(=O)N)NC(=O)[C@H](CC7=CC=CC=C7)NC(=O)[C@H](CC(C)C)NC(=O)[C@H](CCCNC(=N)N)NC(=O)[C@H](C(C)C)NC(=O)[C@H](C)NC(=O)[C@H](CCC(=O)O)NC(=O)[C@H](CCC(=O)O)NC(=O)[C@H](CCC(=O)O)NC(=O)[C@H](CCSC)NC(=O)[C@H](CCC(=O)N)NC(=O)[C@H](CCCCN)NC(=O)[C@H](CO)NC(=O)[C@H](CC(C)C)NC(=O)[C@H](CC(=O)O)NC(=O)[C@H](CO)NC(=O)[C@H]([C@H](C)O)NC(=O)[C@H](CC8=CC=CC=C8)NC(=O)[C@H]([C@H](C)O)NC(=O)CNC(=O)[C@H](CC(=O)O)NC(=O)[C@H](CO)NC(=O)[C@H](CC9=CNC=N9)N The molecule is a 39-membered polypeptide consisting of His, Ser, Asp, Gly, Thr, Phe, Thr, Ser, Asp, Leu, Ser, Lys, Gln, Met, Glu, Glu, Glu, Ala, Val, Arg, Leu, Phe, Ile, Glu, Trp, Leu, Lys, Asn, Gly, Gly, Pro, Ser, Ser, Gly, Ala, Pro, Pro, Pro and Ser-NH2 residues joined in sequence. It is isolated from venom of the Gila monster lizard Heloderma horridum. It has a role as a glucagon-like peptide-1 receptor agonist and a metabolite.